[Si](C)(C)(C(C)(C)C)OCCN1N=C(C(=N1)C1=CC=C(C=C1)F)B1OC(C(O1)(C)C)(C)C 2-{2-[(tert-butyldimethylsilyl)oxy]ethyl}-4-(4-fluorophenyl)-5-(4,4,5,5-tetramethyl-1,3,2-dioxaborolan-2-yl)-1,2,3-triazole